N1CCCC2=CN=CC=C12 tetrahydro-1,6-naphthyridin